2,3-dihydro-5-phenyl-1,4-dithiinine C1(=CC=CC=C1)C=1SCCSC1